(3S,7R,8aS)-3-(4-chlorobenzyl)-2-(1-(pyrimidin-2-yl)piperidin-4-yl)octahydropyrrolo[1,2-a]pyrazin-7-ol 2,2,2-trifluoroacetate FC(C(=O)O)(F)F.ClC1=CC=C(C[C@@H]2N(C[C@H]3N(C2)C[C@@H](C3)O)C3CCN(CC3)C3=NC=CC=N3)C=C1